NC1=C2C(=NC=N1)N(N=C2C2=CC=C(C=C2)OC2=CC=CC=C2)C2C(CC(CC2)CN[C@H]2CN(CCC2)C=2C=C1C(N(C(C1=CC2)=O)C2C(NC(CC2)=O)=O)=O)F 5-((3R)-3-(((4-(4-amino-3-(4-phenoxyphenyl)-1H-pyrazolo[3,4-d]pyrimidin-1-yl)-3-fluorocyclohexyl)methyl)amino)piperidin-1-yl)-2-(2,6-dioxopiperidin-3-yl)isoindoline-1,3-dione